4-(1-(trifluoromethyl)cyclopropyl)phenylquinolin-2-amine FC(C1(CC1)C1=CC=C(C=C1)C=1C(=NC2=CC=CC=C2C1)N)(F)F